N-((2S)-1,1-dicyclopropyl-3-((2-fluoro-4-((2S)-1-oxo-1-(5-(trifluoromethyl)-1,4-oxazepan-4-yl)propan-2-yl)phenyl)amino)-3-oxopropan-2-yl)-1-isopropyl-1H-pyrazole-5-carboxamide C1(CC1)C([C@@H](C(=O)NC1=C(C=C(C=C1)[C@@H](C(N1CCOCCC1C(F)(F)F)=O)C)F)NC(=O)C1=CC=NN1C(C)C)C1CC1